6-(1H-pyrazol-4-yl)-1,5-naphthyridine-3-carboxamide N1N=CC(=C1)C=1N=C2C=C(C=NC2=CC1)C(=O)N